N1C(COCC1)C1=C(N)C=CC=C1 2-(3-morpholinyl)aniline